tert-butyl 4-(3-(2,4-dioxotetrahydropyrimidin-1(2H)-yl)-1-methyl-1H-indazol-6-yl)-3,6-dihydropyridine-1(2H)-carboxylate O=C1N(CCC(N1)=O)C1=NN(C2=CC(=CC=C12)C=1CCN(CC1)C(=O)OC(C)(C)C)C